N-[(3-bromo-4-fluoro-phenyl)methyl]-2,2-Dimethoxyethylamine BrC=1C=C(C=CC1F)CNCC(OC)OC